3,4-dichloroisothiazole-5-benzophenone ClC1=NSC(=C1Cl)C1=CC=CC=C1C(=O)C1=CC=CC=C1